CC1(CC1)C1=NOC(=N1)/C=C/C(=O)O (E)-3-(3-(1-methylcyclopropyl)-1,2,4-oxadiazol-5-yl)acrylic acid